ClC=1C=C(C=CC1F)NC(N(C)C1COCC=2NC(C=3C=C(C=CC3C21)C#N)=O)=O 3-(3-chloro-4-fluorophenyl)-1-(8-cyano-6-oxo-1,4,5,6-tetrahydro-2H-pyrano[3,4-c]isoquinolin-1-yl)-1-methylurea